2-((1r,4R)-4-(dimethylcarbamoyl)cyclohexylamino)-4-((R)-tetrahydro-2H-pyran-3-ylamino)pyrimidine-5-carboxamide CN(C(=O)C1CCC(CC1)NC1=NC=C(C(=N1)N[C@H]1COCCC1)C(=O)N)C